tert-butyl (S)-2-(((tert-butyldiphenylsilyl)oxy)methyl)-6-oxo-1,4-oxazepane-4-carboxylate [Si](C1=CC=CC=C1)(C1=CC=CC=C1)(C(C)(C)C)OC[C@H]1OCC(CN(C1)C(=O)OC(C)(C)C)=O